O[C@@H]1CC(N(C1)C1=CC=C2C(=C(C(N(C2=C1)C)=O)C#N)N1CCC(CC1)(C=1OC2=C(N1)C=C(C=C2)C)C)=O 7-[(4R)-4-hydroxy-2-oxopyrrolidin-1-yl]-1-methyl-4-[4-methyl-4-(5-methyl-1,3-benzooxazol-2-yl)piperidin-1-yl]-2-oxo-1,2-dihydroquinoline-3-carbonitrile